ClC1=C2C=CN=CC2=C(C(=C1)F)COC=1C(=CC(=C(N)C1)F)OC 5-[(5-chloro-7-fluoroisoquinolin-8-yl)methoxy]-2-fluoro-4-methoxyaniline